CC1CC(CCCCCCCCC\C=C/C1)=O (Z)-3-methyl-cyclopentadec-5-enone